N,N-bis(4-(t-butyl)phenyl)acrylamide C(C)(C)(C)C1=CC=C(C=C1)N(C(C=C)=O)C1=CC=C(C=C1)C(C)(C)C